[N-](S(=O)(=O)C(F)(F)F)S(=O)(=O)C(F)(F)F.C(=C)N1CN(C=C1)C=C 1-vinyl-3-vinylimidazole bistrifluoromethanesulfonimide salt